BrC1=C(C(=C(C(=O)NC2=NC(=NC(=C2)C)N2CCC(CC2)(F)F)C=C1)N1CCC2(CC2)CC1)F 4-bromo-N-(2-(4,4-difluoropiperidin-1-yl)-6-methylpyrimidin-4-yl)-3-fluoro-2-(6-azaspiro[2.5]oct-6-yl)benzamide